(R)-4-fluoro-2,2-dimethyl-piperidine-4-carboxylate hydrochloride Cl.F[C@]1(CC(NCC1)(C)C)C(=O)O